ClC(OC1=CC=C(C=C1)NC(=O)C1=CC2=C(N(C=N2)C(C)C)C(=C1)C(=O)O)(F)F 5-((4-(Chlorodifluoromethoxy)phenyl)carbamoyl)-1-isopropyl-1H-benzo[d]Imidazole-7-carboxylic acid